3-(2-fluoro-3-methylphenyl)-propanoic acid FC1=C(C=CC=C1C)CCC(=O)O